tert-butyl (3-(8-(((3S,4R)-3-fluoro-1-methylpiperidin-4-yl)amino)-3-(2,2,2-trifluoroethyl)indolizin-2-yl)prop-2-yn-1-yl)(4-methoxy-2-((methylsulfonyl)carbamoyl)pyrimidin-5-yl)carbamate F[C@H]1CN(CC[C@H]1NC1=CC=CN2C(=C(C=C12)C#CCN(C(OC(C)(C)C)=O)C=1C(=NC(=NC1)C(NS(=O)(=O)C)=O)OC)CC(F)(F)F)C